ClC=1C(N(C(=CC1OC([2H])([2H])C1=NC=C(C=C1F)F)C)C1=CC(=NC=C1C)N1C(C(=CC=C1)C(C)(C)O)=O)=O (R)-3''-chloro-4''-((3,5-difluoropyridin-2-yl)methoxy-d2)-3-(2-hydroxypropan-2-yl)-5',6''-dimethyl-2H,2''H-[1,2':4',1''-terpyridine]-2,2''-dione